4-chloro-5-(cyclopent-1-en-1-yl)-7-(phenylsulfonyl)-7H-pyrrolo[2,3-d]pyrimidine ClC=1C2=C(N=CN1)N(C=C2C2=CCCC2)S(=O)(=O)C2=CC=CC=C2